((2,4-dioxo-1,3-diazaspiro[4.4]nonane-7-yl)methyl)-2-fluoropyridine-3-sulfonamide O=C1NC2(C(N1)=O)CC(CC2)CC2=C(C(=NC=C2)F)S(=O)(=O)N